(Z)-3-methylbuten CC(C=C)C